N1CC(=CC2=CC=CC=C12)C(=O)N 1,2-dihydroquinoline-3-carboxamide